tert-butyl (1R,2R,3S,5S)-2-fluoro-3-((6-(2-(methoxymethoxy)-4-(1,3,4-oxadiazol-2-yl) phenyl) pyridazin-3-yl) oxy)-8-azabicyclo[3.2.1]octane-8-carboxylate F[C@@H]1[C@H]2CC[C@@H](C[C@@H]1OC=1N=NC(=CC1)C1=C(C=C(C=C1)C=1OC=NN1)OCOC)N2C(=O)OC(C)(C)C